S1N=NC(=C1)CN1CCC(CC1)CCNC(=O)C1CCN(CC1)C1=CC=C(C=C1)OC(F)(F)F N-{2-[1-(1,2,3-thiadiazol-4-ylmethyl)piperidin-4-yl]ethyl}-1-[4-(trifluoromethoxy)phenyl]piperidine-4-carboxamide